(3R*,4R*)-1-Cyclohexyl-4-{[5-(2,4-difluoro-phenyl)-isoxazole-3-carbonyl]-amino}-piperidine-3-carboxylic acid (2-methoxy-ethyl)-methyl-amide COCCN(C(=O)[C@@H]1CN(CC[C@H]1NC(=O)C1=NOC(=C1)C1=C(C=C(C=C1)F)F)C1CCCCC1)C |o1:7,12|